but-2-ene-1,4-diol C(C=CCO)O